3-Hydroxy-1,3,6,7,8,9-hexahydro-pyrrolo[3,4-c]cinnoline-2-carboxylic acid tert-butyl ester C(C)(C)(C)OC(=O)N1C(C=2N=NC=3CCCCC3C2C1)O